CC=1C=CC=C2C=C(C=NC12)C(=O)O 8-methyl-quinoline-3-carboxylic acid